3-(6,6-DimethylbicyclO[3.1.1]hept-2-en-2-yl)propan CC1(C2CC=C(C1C2)CCC)C